(4-chloro-2-methoxyphenyl)methanol ClC1=CC(=C(C=C1)CO)OC